C(C)(C)OC(N[C@@H]1CC[C@H](CC1)C=1SC(=CN1)C1=C(C=C(C=C1)NC=1NC=CN1)S(N(C)C)(=O)=O)=O Trans-N-[4-[5-[2-(dimethylsulfamoyl)-4-(1H-imidazol-2-ylamino)phenyl]thiazol-2-yl]cyclohexyl]carbamic acid isopropyl ester